C[C@@H]1CN(C[C@H](C1)C)C1=C(C=CC(=C1)[N+](=O)[O-])C1=NC=C2N1C=CN=C2 trans-3-[2-(3,5-dimethylpiperidin-1-yl)-4-nitrophenyl]imidazo[1,5-a]pyrazine